C(CC(O)(C(=O)[O-])CC(=O)[O-])(=O)[O-].[Mn+3] manganese (III) citrate